FC(OC1=NNC=C1)F difluoromethoxypyrazole